C(C)(C)(C)OC(=O)N1CCC(CC1)C1=CC=C2C3=C(NC2=C1)N=CNC3=O 4-(4-oxo-4,9-dihydro-3H-pyrimido[4,5-b]indol-7-yl)piperidine-1-carboxylic acid tert-butyl ester